[Mg].C(C)(C)(C)C1=C(C(=NC(=N1)Cl)OC(C)C1=C(C=C(C=C1)Cl)Cl)Cl Tert-butyl-2,5-dichloro-4-(1-(2,4-dichlorophenyl)ethoxy)pyrimidine magnesium